deca-8-ylacrylate CCCCCCCC(CC)OC(C=C)=O